N-(5-chloro-2-nitrophenyl)ethylsulfonamide ethyl-3,4,5-triphenoxybenzoate C(C)OC(C1=CC(=C(C(=C1)OC1=CC=CC=C1)OC1=CC=CC=C1)OC1=CC=CC=C1)=O.ClC=1C=CC(=C(C1)CCNS(=O)=O)[N+](=O)[O-]